(1R)-1-(3-(difluoro(tetrahydrofuran-3-yl)methyl)-2-fluorophenyl)ethan-1-amine FC(C=1C(=C(C=CC1)[C@@H](C)N)F)(C1COCC1)F